ClC1=CN=C2C(=N1)N(C(=N2)C2=NC(=CC=C2)C2CC2)C2=C(C=CC=C2OC)OC 6-chloro-2-(6-cyclopropylpyridin-2-yl)-1-(2,6-dimethoxyphenyl)-1H-imidazo[4,5-b]pyrazine